C(N)(=O)C=1C=C2C(=NC=NC2=CC1OC)OC1=CC=C(C=C1)NC(=O)C1(CC1)C(=O)NC1=CC=C(C=C1)F 1-N-[4-(6-carbamoyl-7-methoxyquinazolin-4-yl)oxyphenyl]-1-N'-(4-fluorophenyl)cyclopropane-1,1-dicarboxamide